(R)-1-(6-(3-methylmorpholino)-2-(1H-pyrrolo[2,3-b]pyridin-4-yl)pyrimidin-4-yl)cyclobutan-1-amine C[C@@H]1COCCN1C1=CC(=NC(=N1)C1=C2C(=NC=C1)NC=C2)C2(CCC2)N